O=C1SCC(=N1)C(=O)O 2-oxothiazoline-4-carboxylic acid